O1C(=CC=C1)C1=NC(=NC(=C1)N1N=NC2=C1C=C(C=C2)OCCCN2C=NC=C2)N 4-(furan-2-yl)-6-{6-[3-(imidazol-1-yl)propoxy]-1H-1,2,3-benzotriazol-1-yl}Pyrimidin-2-amine